2,6-dimercapto-1,4-dioxan SC1OC(COC1)S